BrC1=C2C=NN(C2=CC(=C1C)C)C(C)=O 1-(4-bromo-5,6-dimethyl-1H-indazol-1-yl)ethan-1-one